C(C)(C)(C)OC(NC=1N=NC=C(C1)Cl)=O N-(5-Chloropyridazin-3-yl)carbamic acid tert-butyl ester